CN1CCN(CC1)C=1N=C(C(=NC1)C(=O)N)NC1=CC=C(C=C1)C1CCNCC1 5-(4-methylpiperazin-1-yl)-3-[4-(4-piperidinyl)anilino]pyrazine-2-carboxamide